1-(3-Amino-4-hydroxyphenyl)cyclopentane-1-carbonitrile NC=1C=C(C=CC1O)C1(CCCC1)C#N